3-(3-(4-((4-(trifluoromethyl)-1H-pyrazol-1-yl)methyl)benzyl)isoxazol-5-yl)pyridin-2-amine FC(C=1C=NN(C1)CC1=CC=C(CC2=NOC(=C2)C=2C(=NC=CC2)N)C=C1)(F)F